3-methyl-2-(7-methyl-2-morpholino-[1,2,4]triazolo[1,5-a]pyrimidin-5-yl)-5-(trifluoromethyl)phenol CC=1C(=C(C=C(C1)C(F)(F)F)O)C1=NC=2N(C(=C1)C)N=C(N2)N2CCOCC2